C(#N)C1=C(C=C(OC2C(C(C2(C)C)NC(=O)C2=CC=C(C=C2)N2CCC(CC2)CN2CCN(CC2)C2=CC=C(C=N2)C(=O)N[C@@H]2C(NC(CC2)=O)=O)(C)C)C=C1C)C 6-[4-[[1-[4-[[3-(4-CYANO-3,5-DIMETHYL-PHENOXY)-2,2,4,4-TETRAMETHYL-CYCLOBUTYL]CARBAMOYL]PHENYL]-4-PIPERiDYL]METHYL]PiPERAZiN-1-YL]-N-[(3S)-2,6-DIOXO-3-PIPERIDYL]PYRIDINE-3-CARBOXAMIDE